5-bromo-2-fluoro-3-methylbenzonitrile BrC=1C=C(C(=C(C#N)C1)F)C